CC1=CN=C(S1)NC(=O)[C@H]1[C@H]2[C@@H]3C[C@@H]3[C@@H]([C@@H]1C1=CC(=NC=C1)C)O2 (1S,2S,4R,5R,6R,7S)-N-(5-methyl-1,3-thiazol-2-yl)-7-(2-methylpyridin-4-yl)-8-oxatricyclo[3.2.1.02,4]octane-6-carboxamide